N-(2-(phenylseleno)phenyl)pyridin-3-amine C1(=CC=CC=C1)[Se]C1=C(C=CC=C1)NC=1C=NC=CC1